(1R,3R)-3-methyl-8-azaspiro[4.5]decan-1-amine C[C@H]1C[C@H](C2(C1)CCNCC2)N